8-fluoro-3-(3-hydroxypropyl)-1H-isochromen-1-one FC=1C=CC=C2C=C(OC(C12)=O)CCCO